ClS(=O)(=O)C1=CC=C(C=C1)C1=CC=C(C=C1)S(=O)(=O)Cl 4-(4-chlorosulfonylphenyl)benzenesulfonyl chloride